C(N1CC(=CCC1)C1=NSN=C1OCC(C(C(C(C(F)(F)F)(F)F)(F)F)(F)F)(F)F)([2H])([2H])[2H] 3-(1-(methyl-d3)-1,2,5,6-tetrahydropyridin-3-yl)-4-((2,2,3,3,4,4,5,5,6,6,6-undecafluorohexyl)oxy)-1,2,5-thiadiazole